L-alanyl-D-isoglutamine benzyl ester C(C1=CC=CC=C1)OC(CC[C@@H](NC([C@@H](N)C)=O)C(N)=O)=O